[NH4+].[N+](=O)([O-])[O-].[N+](=O)([O-])[O-].[NH4+] dinitrate Ammonium